O[Te](O)(O)([O-])([O-])[O-] The molecule is an orthotellurate ion. It is a conjugate base of an orthotellurate(2-). It is a conjugate acid of an orthotellurate(4-).